3-(4-methoxyphenyl)acryloyl chloride COC1=CC=C(C=C1)C=CC(=O)Cl